C(C)(C)(C)OC(=O)N1[C@@H](COCC1)C=1C=C(C=C2CCN(CC12)C(NCC)=O)C=1C=C2C(=NC1)NC=C2C(C)C (R)-3-(2-(ethylcarbamoyl)-6-(3-isopropyl-1H-pyrrolo[2,3-b]pyridin-5-yl)-1,2,3,4-tetrahydroisoquinolin-8-yl)morpholine-4-carboxylic acid tert-butyl ester